CN(CCNC(C(CCSCCC(=O)OCCCCCCCCCCCC)NC(C(CCCCCCCCCC)CCCCCCCC)=O)=O)C dodecyl 3-((4-((2-(dimethylamino)ethyl)amino)-3-(2-octyldodecanamido)-4-oxobutyl)thio)propanoate